ClC=1C=C2N=CC(=NC2=CC1)NC1=C(C(=NN1)C1=CC=C(C=C1)NS(=O)(=O)CC)C(=O)N 5-((6-chloroquinoxalin-2-yl)amino)-3-(4-(ethylsulfonamido)phenyl)-1H-pyrazole-4-carboxamide